OC1=NC2=C(C=CC(=C2N=C1O)Br)Br 2,3-dihydroxy-5,8-dibromo-quinoxaline